3-morpholino-1-(4-phenyl-3,4-dihydroquinoxaline-1(2H)-yl)propan-1-one O1CCN(CC1)CCC(=O)N1CCN(C2=CC=CC=C12)C1=CC=CC=C1